S(=O)(=O)(C1=CC=C(C)C=C1)CC1=CC=C(C=C1)CS(=O)(=O)C1=CC=C(C)C=C1 α,α'-ditosyl-p-xylene